[1,4]diazocine N1=CC=NC=CC=C1